C[Si](OC1=CCCC2=CC=CC=C12)(C)C 4-trimethylsiloxy-1,2-dihydronaphthalene